C(C1=CC=C(C(=O)OCC(CCCC)CC)C=C1)(=O)OC methyl (2-ethylhexyl) terephthalate